[Al].[Cl-].C(CCC)[N+]1=CC=CC=C1 1-butyl-pyridinium chloride aluminum